(S)-1-tert-butyl 2-methyl 4-(((trifluoromethyl)sulfonyl)oxy)-1H-pyrrole-1,2(2H,5H)-dicarboxylate FC(S(=O)(=O)OC1=C[C@H](N(C1)C(=O)OC(C)(C)C)C(=O)OC)(F)F